[Sb]#[Pb] lead-antimonide